COC=1C=C(CN2CCOC3=C(C2=O)C=CC=C3)C=CC1 4-(3-methoxybenzyl)-3,4-dihydro-1,4-benzoxazepin-5(2H)-one